ClC1=C(C=CC=C1)N1C(N=C(C2=CC(=C(C=C12)C(F)(F)F)C#N)NCC1CC1)=O 1-(2-Chlorophenyl)-4-((cyclopropylmethyl)amino)-2-oxo-7-(trifluoromethyl)-1,2-dihydroquinazoline-6-carbonitrile